ClC(C=1C=NC=CC1)(F)F 3-(chlorodifluoromethyl)pyridine